tert-butyl (2R,3S,4S)-4-[(tert-butoxycarbonyl) oxy]-3-{[(1H-imidazol-4-ylmethyl)carbamoyl]oxy}-2-[(4-methoxyphenyl)methyl]pyrrolidine-1-carboxylate C(C)(C)(C)OC(=O)O[C@@H]1[C@H]([C@H](N(C1)C(=O)OC(C)(C)C)CC1=CC=C(C=C1)OC)OC(NCC=1N=CNC1)=O